benzyldimethylpropylammonium aluminum tetrachlorate Cl(=O)(=O)[O-].Cl(=O)(=O)[O-].Cl(=O)(=O)[O-].Cl(=O)(=O)[O-].[Al+3].C(C1=CC=CC=C1)[N+](CCC)(C)C